(2R,4R)-1-cyano-4-methoxy-N-[2-(8-oxabicyclo[3.2.1]octan-3-ylamino)-2-oxo-1-(3-pyridyl)ethyl]-N-[4-(pentafluoro-λ6-sulfanyl)phenyl]pyrrolidine-2-carboxamide C(#N)N1[C@H](C[C@H](C1)OC)C(=O)N(C1=CC=C(C=C1)S(F)(F)(F)(F)F)C(C(=O)NC1CC2CCC(C1)O2)C=2C=NC=CC2